[Cl-].[Cl-].C[Si](=[Ti+2](C1C=CC2=C(C=CC=C12)C)C1C=CC2=C(C=CC=C12)C)C dimethylsilylenebis(4-methyl-1-indenyl)titanium dichloride